COC1=C(C=C2C(=NC=3N(C2=C1)C=NN3)N[C@H](C)C3=C(C(=CC=C3)C(F)(F)F)C)OC3COCC3 8-methoxy-N-((R)-1-(2-methyl-3-(trifluoromethyl)phenyl)ethyl)-7-((tetrahydrofuran-3-yl)oxy)-[1,2,4]triazolo[4,3-a]quinazolin-5-amine